NC1=CC=C(C=N1)C1=C(C=C(C=C1)NC(=O)NCCC=1C=NC=CC1)C#CC1=CC=C(C=C1)F 1-(4-(6-aminopyridin-3-yl)-3-((4-fluorophenyl)ethynyl)phenyl)-3-(2-(pyridin-3-yl)ethyl)urea